C(CCCCC)OC(=O)CCCCN(CCCCCCN)CCCCC(=O)OCCCCCC N1,N1-di((hexyloxycarbonyl)butyl)hexane-1,6-diamine